(5-methyl-2-(2-oxa-6-azaspiro[3.3]hept-6-yl)thiazol-4-yl)methanol CC1=C(N=C(S1)N1CC2(COC2)C1)CO